O\N=C(\C(=O)O)/CCCC (2E)-2-(HYDROXYIMINO)HEXANOIC ACID